N-(2-(4-(azetidin-1-yl)piperidin-1-yl)-4-(trifluoromethyl)phenyl)-2-(4-iodo-1H-pyrazol-1-yl)-2-methylpropanamide N1(CCC1)C1CCN(CC1)C1=C(C=CC(=C1)C(F)(F)F)NC(C(C)(C)N1N=CC(=C1)I)=O